CC1=C(C=CC=C1)C1=C(C(=NC=2C=C(CCC12)C1=C(N=CS1)C)N1CC2(CN(C2)C(C=C)=O)CC1)C#N (M)-4-(2-methylphenyl)-7-(4-methyl-1,3-thiazol-5-yl)-2-(2-(2-propenoyl)-2,6-diazaspiro[3.4]octan-6-yl)-5,6-dihydro-3-quinolinecarbonitrile